(R)-(2-(((1-(5-cyano-4-methylpyridin-2-yl)-1H-pyrazol-4-yl)methyl)amino)-1-(4-methyl-1-oxo-1,3-dihydroisobenzofuran-5-yl)ethyl)carbamic acid methyl ester COC(N[C@@H](CNCC=1C=NN(C1)C1=NC=C(C(=C1)C)C#N)C=1C(=C2COC(C2=CC1)=O)C)=O